N-(methyl-d3)-7-oxo-6,7-dihydropyrido[4,3-d]pyrimidine-8-carboxamide C(NC(=O)C=1C(NC=C2C1N=CN=C2)=O)([2H])([2H])[2H]